C(C)(C)(C)OC(=O)N1CCC(CC1)CCC(=O)OCC 4-(3-ethoxy-3-oxopropyl)piperidine-1-carboxylic acid tert-butyl ester